2-ethylbutyl ((S)-((R)-1-((2S,3S,5R)-5-(5-fluoro-2,4-dioxo-3,4-dihydropyrimidin-1(2H)-yl)-3-hydroxytetrahydrofuran-2-yl)ethoxy)(naphthalen-1-yloxy)phosphoryl)-L-alaninate FC=1C(NC(N(C1)[C@H]1C[C@@H]([C@H](O1)[C@@H](C)O[P@](=O)(OC1=CC=CC2=CC=CC=C12)N[C@@H](C)C(=O)OCC(CC)CC)O)=O)=O